ClC1=C(C(=O)OC)C(=CC(=C1)C1(CC1)C#N)OC Methyl 2-chloro-4-(1-cyanocyclopropyl)-6-methoxybenzoate